(R,5S,6s)-2,4-dioxo-3-oxabicyclo[3.1.0]hexane-6-carboxylic acid O=C1[C@@H]2C([C@@H]2C(O1)=O)C(=O)O